(4-fluorophenyl)diphenylselenonium triflate [O-]S(=O)(=O)C(F)(F)F.FC1=CC=C(C=C1)[Se+](C1=CC=CC=C1)C1=CC=CC=C1